5-(3-(5-(trifluoromethyl)-2,3-dihydrobenzofuran-2-yl)phenyl)-1H-tetrazole FC(C=1C=CC2=C(CC(O2)C=2C=C(C=CC2)C2=NN=NN2)C1)(F)F